C(C)OC1=CC=2N(C=C1C(=O)NC1=NC(=CC=C1)OC)C=C(N2)[C@H]2[C@H](C2)F 7-ethoxy-2-[(1s,2s)-2-fluorocyclopropyl]-N-(6-methoxy-2-pyridinyl)imidazo[1,2-a]pyridine-6-carboxamide